5-(4-fluoro-2-methyl-5-((1-methyl-1H-pyrazol-3-yl)carbamoyl)phenyl)-2-((1-hydroxy-2-methylpropan-2-yl)amino)-N,N-dimethylnicotinamide FC1=CC(=C(C=C1C(NC1=NN(C=C1)C)=O)C=1C=NC(=C(C(=O)N(C)C)C1)NC(CO)(C)C)C